5-fluoro-3,3,4,4-tetramethyl-1-[8-(trifluoromethyl)imidazo[1,2-a]pyridin-3-yl]isoquinoline FC1=C2C(C(N=C(C2=CC=C1)C1=CN=C2N1C=CC=C2C(F)(F)F)(C)C)(C)C